NC1C[C@@H]2[C@@H](CS(C2)(=O)=O)C1 (3aR,5s,6aS)-5-Aminohexahydro-1H-cyclopenta[c]thiophene 2,2-dioxide